C(C)(=O)N1CCCC2=CC=CC(=C12)CN1CC2(CC1)CCN(CC2)C(=O)OC(C(F)(F)F)C(F)(F)F 1,1,1,3,3,3-hexafluoropropan-2-yl 2-((1-acetyl-1,2,3,4-tetrahydroquinolin-8-yl) methyl)-2,8-diazaspiro[4.5]decane-8-carboxylate